BrC=1C=CC2=C(C(=C(O2)CCOC)C(=O)OC)C1 methyl 5-bromo-2-(2-methoxy ethyl)benzofuran-3-carboxylate